(5s,7s)-5-(2,3-difluorophenyl)-7-fluoro-2-[(1R)-2,2-difluorocyclopropyl]sulfonyl-6,7-dihydro-5H-pyrrolo[1,2-b][1,2,4]triazole FC1=C(C=CC=C1F)[C@@H]1C[C@@H](C=2N1N=C(N2)S(=O)(=O)[C@H]2C(C2)(F)F)F